CC1(CN(CC1)C1=NC(=CN=C1)C#C[Si](C)(C)C)C 2-(3,3-dimethylpyrrolidin-1-yl)-6-((trimethylsilyl)ethynyl)pyrazine